C1(CC1)[C@]1(C(N(C[C@H]1C)C=1C=2N(C=C(N1)C=1C=CC=C3C=NN(C13)C)N=CC2)=O)C#N (3R,4S)-3-cyclopropyl-4-methyl-1-[6-(1-methylindazol-7-yl)pyrazolo[1,5-a]pyrazin-4-yl]-2-oxopyrrolidine-3-carbonitrile